2-chloro-5-{[(3,3-dimethylbutanoyl)amino]methyl}-N-{1-[4-methoxy-3-(trifluoromethyl)phenyl]-1H-indazole-4-yl}benzamide ClC1=C(C(=O)NC2=C3C=NN(C3=CC=C2)C2=CC(=C(C=C2)OC)C(F)(F)F)C=C(C=C1)CNC(CC(C)(C)C)=O